[I-].C(CCC)N1CC=CC=C1 N-butylpyridine iodide salt